ClC1=C(C=CC=C1)[C@@H](C)N1C(=NC2=C1C=C(C(=C2)F)F)N2C[C@H]([C@@H](CC2)F)N (3R,4R)-1-(1-((1R)-1-(2-chlorophenyl)ethyl)-5,6-difluoro-1H-benzoimidazol-2-yl)-4-fluoro-3-piperidinamine